ClC1=C(C=CC(=C1)Cl)CN1C(CCC1=O)CC(=O)NS(=O)(=O)C(F)F 2-[1-[(2,4-dichlorophenyl)methyl]-5-oxopyrrolidin-2-yl]-N-(difluoromethylsulfonyl)acetamid